[1-[2-chloro-6-methoxy-4-(2-methyl-1-oxo-2,7-naphthyridin-4-yl)benzoyl]-4-piperidinyl]-4-[4-[(2,6-dioxo-3-piperidinyl)amino]phenyl]-N-methyl-piperidine-1-carboxamide ClC1=C(C(=O)N2CCC(CC2)C2N(CCC(C2)C2=CC=C(C=C2)NC2C(NC(CC2)=O)=O)C(=O)NC)C(=CC(=C1)C1=CN(C(C2=CN=CC=C12)=O)C)OC